N-[(E)-(1-hydroxy-3H-2,1-benzoxaborole-5-yl)methyleneamino]-2-methyl-propan-1-amine OB1OCC2=C1C=CC(=C2)\C=N\NCC(C)C